FC=1C=C(C=C(C1)O)C=1C=NC=C(C(=O)OCC)C1 ethyl 5-(3-fluoro-5-hydroxyphenyl)nicotinate